Tert-butyl-((1S,5R)-3-(2,7-dichloro-8-fluoropyrido[4,3-d]pyrimidin-4-yl)-3-azabicyclo[3.1.0]hexane-1-yl) carbamate C(N)(O[C@@]12C(N(C[C@H]2C1)C=1C2=C(N=C(N1)Cl)C(=C(N=C2)Cl)F)C(C)(C)C)=O